3-((4-fluoro-2-methylphenoxy)methyl)cyclobutanol FC1=CC(=C(OCC2CC(C2)O)C=C1)C